N1=CN=C2NC=NC2=C1C=1C(=NC=CC1)NC=1C=CC(=C(C1)NC(C1=C(C(=NC=C1)C(F)(F)F)F)=O)F N-(5-(3-(9H-purin-6-yl)pyridin-2-ylamino)-2-fluorophenyl)-3-fluoro-2-(trifluoromethyl)isonicotinamide